OC1CCC(CC1)C(=O)OC methyl 4-hydroxycyclohexanecarboxylate